NC1=CC(=C(OC=2C=C3CCN(C(C3=CC2)=O)CC2=C(C=CC(=C2)F)C)C(=C1)Cl)Cl 6-(4-amino-2,6-dichlorophenoxy)-2-(5-fluoro-2-methylbenzyl)-3,4-dihydro-isoquinolin-1(2H)-one